6-(Cyclopropanecarboxamido)-N-ethoxy-4-((5-fluoro-2-(methoxy)-3-(5-methylpyrimidin-2-yl)phenyl)amino)nicotinamide C1(CC1)C(=O)NC1=NC=C(C(=O)NOCC)C(=C1)NC1=C(C(=CC(=C1)F)C1=NC=C(C=N1)C)OC